C1(CCCCC1)[C@@H](C(=O)N1[C@@H](CN(CC1)C(=O)C=1N(C2=CC=C(C=C2C1)F)C)C)NC(=O)[C@H](C)N(C(OC(C)(C)C)=O)C tert-Butyl N-[(1S)-1-{[(1S)-1-cyclohexyl-2-[(2R)-4-[(5-fluoro-1-methyl-1H-indol-2-yl)carbonyl]-2-methyl piperazin-1-yl]-2-oxoethyl]carbamoyl}ethyl]-N-methylcarbamate